ClC=1C=C(C=CC1C#N)N(C1CCC(CC1)NC(C1=CC=C(C=C1)N1CCC(CC1)N1CC2=CC=3C(N(C(C3C=C2C1)=O)C1C(NC(CC1)=O)=O)=O)=O)C N-((1r,4r)-4-((3-chloro-4-cyanophenyl)(methyl)amino)cyclohexyl)-4-(4-(6-(2,6-dioxopiperidin-3-yl)-5,7-dioxo-3,5,6,7-tetrahydropyrrolo[3,4-f]isoindol-2(1H)-yl)piperidin-1-yl)benzamide